FC1=C(C(=CC(=C1)NC1CN(C1)CCCF)F)[C@H]1N([C@@H](CC2=C1NC1=CC(=CC=C21)C#C)C)CC(CO)(F)F 3-((1R,3R)-1-(2,6-difluoro-4-((1-(3-fluoropropyl)azetidin-3-yl)amino)phenyl)-7-ethynyl-3-methyl-1,3,4,9-tetrahydro-2H-pyrido[3,4-b]indol-2-yl)-2,2-difluoropropan-1-ol